5-(3-((2r,5S)-5-amino-1,3-dioxan-2-yl)propyl)-1-((S)-1-(3-chlorophenyl)ethyl)-N3-methyl-1H-pyrazole-3,5-dicarboxamide NC1COC(OC1)CCCC1(C=C(NN1[C@@H](C)C1=CC(=CC=C1)Cl)C(=O)NC)C(=O)N